C(C)C=1NC=2N(C(C1N1CCN(CC1)C(=O)OC(C)(C)C)=O)N=C(N2)N2C[C@@H](CCC2)F |r| rac-tert-butyl 4-(5-ethyl-2-(3-fluoropiperidin-1-yl)-7-oxo-4,7-dihydro-[1,2,4]triazolo[1,5-a]pyrimidin-6-yl)piperazine-1-carboxylate